4-fluoro-5-methoxy-1-((2-(trimethylsilyl)ethoxy)methyl)-3-vinyl-1H-indazole FC1=C2C(=NN(C2=CC=C1OC)COCC[Si](C)(C)C)C=C